3-benzyl-1-(trans-4-((4-(3-hydroxy-3-methylazetidin-1-yl)-5-(trifluoromethyl)pyrimidin-2-yl)amino)cyclohexyl)-1-(5-(2-methoxypyrimidin-5-yl)pyrazin-2-yl)urea C(C1=CC=CC=C1)NC(N(C1=NC=C(N=C1)C=1C=NC(=NC1)OC)[C@@H]1CC[C@H](CC1)NC1=NC=C(C(=N1)N1CC(C1)(C)O)C(F)(F)F)=O